C(C1=CC=CC=C1)C(OC(N[C@H](C(N[C@H](C(NCOCC(C(=O)OC(C)C=1C=C2N=C(C(=NC2=CC1)C)C)(C)C)=O)C)=O)C(C)C)=O)C1C2=CC=CC=C2C=2C=CC=CC12 1-(2,3-dimethylquinoxalin-6-yl)ethan-1-ol benzyl-(5S,8S)-1-(9H-fluoren-9-yl)-5-isopropyl-8,14,14-trimethyl-3,6,9-trioxo-2,12-dioxa-4,7,10-triazapentadecan-15-oate